ClC=1C(=CC(=C(N)C1)F)C=1C=NC(=CC1)COC 5-Chloro-2-fluoro-4-(6-(methoxymethyl)pyridine-3-yl)aniline